(3R)-N'-acetyl-4-amino-N',3-dimethyl-N-[[5-(trifluoromethyl)-2-pyridyl]methyl]-1,3-dihydrofuro[3,4-c]quinoline-8-carbohydrazide C(C)(=O)N(N(C(=O)C1=CC=2C3=C(C(=NC2C=C1)N)[C@H](OC3)C)CC3=NC=C(C=C3)C(F)(F)F)C